((R)-4-phenyl-1-((S)-3-(phenylsulfonyl)-2-(pyrazine-2-carboxamido)propanamido)butyl)boronic acid C1(=CC=CC=C1)CCC[C@H](NC([C@@H](CS(=O)(=O)C1=CC=CC=C1)NC(=O)C1=NC=CN=C1)=O)B(O)O